(1-ethoxy-7-(4-(3-fluoro-5-methoxybenzoyl)-2,6-dimethylphenoxy)-4-hydroxyisoquinoline-3-carbonyl)glycine C(C)OC1=NC(=C(C2=CC=C(C=C12)OC1=C(C=C(C=C1C)C(C1=CC(=CC(=C1)OC)F)=O)C)O)C(=O)NCC(=O)O